C(CCCCCCCCCCCCCCCC)(C(=O)O)C(=O)O.N[C@@H](CCCCN)C(=O)O lysine heptadecanedicarboxylate salt